tert-butyl (E)-(2-((4-cyanophenoxy)methyl)-3-fluoroallyl)carbamate C(#N)C1=CC=C(OC\C(\CNC(OC(C)(C)C)=O)=C\F)C=C1